tert-butyl (6aR)-4-chloro-3-(2-fluoro-6-hydroxyphenyl)-1-(2-methyl-5-oxopyrrolidin-1-yl)-12-oxo-6a,7,9,10-tetrahydro-12H-pyrazino[2,1-c]pyrido[3,4-f][1,4]oxazepine-8(6H)-carboxylate ClC1=C(N=C(C=2C(N3[C@@H](COC21)CN(CC3)C(=O)OC(C)(C)C)=O)N3C(CCC3=O)C)C3=C(C=CC=C3O)F